9H-Fluoren-9-ylmethyl (2R,4R)-2-({2-({[tert-butyl(dimethyl)silyl]oxy}methyl)-1-[(4-methylphenyl)sulfonyl]-1H-pyrrolo[3,2-b]pyridin-5-yl}carbamoyl)-4-fluoropyrrolidine-1-carboxylate [Si](C)(C)(C(C)(C)C)OCC1=CC2=NC(=CC=C2N1S(=O)(=O)C1=CC=C(C=C1)C)NC(=O)[C@@H]1N(C[C@@H](C1)F)C(=O)OCC1C2=CC=CC=C2C=2C=CC=CC12